benzotriazolyl-5-methylbenzamide N1N=NC2=C1C=CC=C2C2=C(C(=O)N)C=C(C=C2)C